trans-2-Fluorocyclopropanamine 4-methylbenzenesulfonate CC1=CC=C(C=C1)S(=O)(=O)O.F[C@H]1[C@@H](C1)N